3-(4-((3,5-dichloro-4-(3-chloropropoxy)phenyl) sulfonyl) phenoxy)propane-1,2-diyl diacetate C(C)(=O)OCC(COC1=CC=C(C=C1)S(=O)(=O)C1=CC(=C(C(=C1)Cl)OCCCCl)Cl)OC(C)=O